C[C@@H]1N[C@@H](CC(C1)N1N=CC(=C1)NC1=NC=C(C(=N1)C1=C(C(=O)O)C=CC=C1)C)C (2-((1-((2s,4r,6r)-2,6-dimethylpiperidin-4-yl)-1H-pyrazol-4-yl)amino)-5-methylpyrimidin-4-yl)benzoic acid